C[C@H]1[C@H]([C@H]([C@@H]([C@@H](O1)O[C@@H]2[C@H](O[C@H]([C@@H]([C@H]2O[C@H]3[C@@H]([C@H]([C@H]([C@H](O3)CO)O)O)O[C@H]4[C@H]([C@@H]([C@@H]([C@@H](O4)C)O)O)O)NC(=O)C)O[C@H]5[C@H]([C@H](O[C@H]([C@@H]5O)O[C@@H]6[C@H](OC([C@@H]([C@H]6O)O)O)CO)CO[C@H]7[C@@H]([C@H]([C@@H]([C@H](O7)CO)O[C@H]8[C@@H]([C@H]([C@H]([C@H](O8)CO)O)O)O)O[C@H]9[C@H]([C@@H]([C@@H]([C@@H](O9)C)O)O)O)NC(=O)C)O)CO)O)O)O The molecule is a nine-membered glucosamine oligosaccharide that consists of the disaccharide beta-D-Gal-(1->4)-beta-D-Glc, to the galactose residue of which are attached alpha-L-Fuc-(1->4)-[alpha-L-Fuc-(1->2)-beta-D-Gal-(1->3)]-beta-D-GlcNAc and beta-D-Gal-(1->4)-[alpha-L-Fuc-(1->3)]-beta-D-GlcNAc groups at O-3 and O-6 respectively. It is an amino nonasaccharide and a glucosamine oligosaccharide.